SCCC(=O)OCCOCCOCCOCCOC(CCS)=O tetraethyleneglycol bis(3-mercaptopropanoate)